C1=C(C(=CC(=C1O)O)O)CC(=O)[O-] The molecule is a monocarboxylic acid anion that is the conjugate base of 2,4,5-trihydroxyphenylacetic acid, obtained by deprotonation of the carboxy group; major microspecies at pH 7.3. It derives from a phenylacetate. It is a conjugate base of a 2,4,5-trihydroxyphenylacetic acid.